FC(C(C(=O)O)NC(C(=C)CC1=NC(=NO1)C1(CC1)C1=CC=C(C=C1)SC(F)(F)F)=O)(F)F 3,3,3-trifluoro-2-(2-((3-(1-(4-((trifluoromethyl)thio)phenyl)cyclopropyl)-1,2,4-oxadiazol-5-yl)methyl)acrylamido)propanoic acid